1-ethyl-3-methyl-6-(trifluoromethoxy)-1H-1,3-benzodiazol-3-ium formate C(=O)[O-].C(C)N1C=[N+](C2=C1C=C(C=C2)OC(F)(F)F)C